BrC1=C(C=C(C=C1)N1C(OC(C1)CO)=O)F 3-(4-bromo-3-fluorophenyl)-5-hydroxymethyl-oxazolidin-2-one